(R)-2-(1-(3-nitrobiphenyl-4-yl)pyrrolidin-3-yloxy)-5-(trifluoromethyl)pyridine [N+](=O)([O-])C=1C=C(C=CC1N1C[C@@H](CC1)OC1=NC=C(C=C1)C(F)(F)F)C1=CC=CC=C1